ClC1=CC=C(S1)CN1C=C2C(C=C1)=NC(=N2)C2=C(C=CC=C2)F 5-((5-chlorothiophen-2-yl)methyl)-2-(2-fluorophenyl)-5H-imidazo[4,5-c]pyridine